(3R,4S)-1-(6-(1-(3-cyanobicyclo[1.1.1]pentan-1-yl)-1H-pyrazol-4-yl)pyrrolo[1,2-b]pyridazin-4-yl)-3-cyclopropyl-4-methyl-2-oxopyrrolidine-3-carbonitrile C(#N)C12CC(C1)(C2)N2N=CC(=C2)C=2C=C1N(N=CC=C1N1C([C@]([C@@H](C1)C)(C#N)C1CC1)=O)C2